N-(4-fluorophenyl)-4-(furo[3,2-c]pyridin-4-yl)benzamide FC1=CC=C(C=C1)NC(C1=CC=C(C=C1)C1=NC=CC2=C1C=CO2)=O